Cl.C1(=CC=CC=C1)C(NC(=O)C1=CN(CCS1)C=1C2=C(N=CN1)NC=C2)[C@H]2NCCC2 N-(phenyl((S)-pyrrolidin-2-yl)methyl)-4-(7H-pyrrolo[2,3-d]pyrimidin-4-yl)-3,4-dihydro-2H-1,4-thiazine-6-carboxamide hydrochloride